2-(2,4-difluorobenzyl)-2-fluorobutanenitrile FC1=C(CC(C#N)(CC)F)C=CC(=C1)F